NC=1N=C(SC1C(C1=CC=C(C=C1)OCC(=O)N(C1CCN(CC1)C)C)=O)N(C1=CC=C(C=C1)F)C(C(=O)N)C (N-[4-amino-5-[4-[2-[methyl-(1-methyl-4-piperidinyl)amino]-2-oxo-ethoxy]benzoyl]thiazol-2-yl]-4-fluoro-anilino)propanamide